C(C1=CC=CC=C1)OC(=O)N1[C@@H](CN(CC1)C=1C(=C(C(=O)O)C=C(C1)Br)[N+](=O)[O-])C 3-[(3R)-4-benzyloxycarbonyl-3-methyl-piperazin-1-yl]-5-bromo-2-nitro-benzoic acid